BrC1=CC(=C(C(=C1C(=O)C1=CC=CC=C1)O)O)O (6-bromo-2,3,4-trihydroxyphenyl)(phenyl)methanone